1-(9-(3-Chlorobenzyl)-1-methyl-beta-carbolin-6-yl)-3-(4-chlorophenyl)urea ClC=1C=C(CN2C3=CC=C(C=C3C=3C=CN=C(C23)C)NC(=O)NC2=CC=C(C=C2)Cl)C=CC1